O1CCN(CC1)CCCNC1=C(C(=O)N)C=CC=N1 2-((3-morpholinopropyl)amino)nicotinamide